1,3-dimethyl-5-aminoadamantane hydrochloride Cl.CC12CC3(CC(CC(C1)C3)(C2)N)C